ethyl 5-(tert-butyl)-1H-oxazole-4-carboxylate C(C)(C)(C)C1=C(N=CO1)C(=O)OCC